C1CC(=O)N(C1=O)OC(=O)CCN2C(=O)C=CC2=O N-succinimidyl-3-maleimidopropionate